3-(3-Fluorophenyl)-6-oxabicyclo[3.1.0]hexane FC=1C=C(C=CC1)C1CC2OC2C1